methyl (6-chloro-3-((1-(3-(dimethylcarbamoyl)-4,7-dimethyl-5-oxo-4,5-dihydroimidazo[1,5-a]quinazolin-9-yl)ethyl)amino)pyridin-2-yl)carbamate ClC1=CC=C(C(=N1)NC(OC)=O)NC(C)C=1C=C(C=C2C(N(C=3N(C12)C=NC3C(N(C)C)=O)C)=O)C